N-{2-[(1S)-1-(3-ethoxy-4-methoxyphenyl)-2-methylsulfonylethyl]-1,3-dioxo-2,3-dihydro-1H-isoindol-4-yl}decanoamide lithium [Li].C(C)OC=1C=C(C=CC1OC)[C@@H](CS(=O)(=O)C)N1C(C2=CC=CC(=C2C1=O)NC(CCCCCCCCC)=O)=O